ClC1=C(C=C(C(=C1)Cl)OC)NC1=C(C=NC2=CC(=C(C=C12)OC)OCC=1C(=C2C(N(C(C2=CC1)=O)C1C(NC(CC1)=O)=O)=O)F)C#N 4-((2,4-dichloro-5-methoxyphenyl)amino)-7-((2-(2,6-dioxopiperidin-3-yl)-4-fluoro-1,3-dioxoisoindolin-5-yl)methoxy)-6-methoxyquinoline-3-carbonitrile